3-(Anthracen-9-ylmethyl)-1-methyl-1H-imidazol-3-ium C1=CC=CC2=CC3=CC=CC=C3C(=C12)C[N+]1=CN(C=C1)C